ClC1=CC=2C(=NN(N2)C2=C(C(=CC(=C2)C)C(C)(C)C)O)C=C1 2-{5-chloro-(2H)-benzotriazol-2-yl}-4-methyl-6-tert-butyl-phenol